C(C)(C)(C)OC(=O)NC1(CCC(CC1)=O)C(=O)OC methyl 1-[(tert-butoxycarbonyl)amino]-4-oxocyclohexane-1-carboxylate